ClC1=CC(=CC(=N1)NC(OC(C)(C)C)=O)C1(CC(C1)C)C1=NN=CN1C tert-butyl N-{6-chloro-4-[(1r,3s)-3-methyl-1-(4-methyl-1,2,4-triazol-3-yl)cyclobutyl]pyridin-2-yl}carbamate